O=C/C=C/C=1C=C(N=NC1)C#N 5-[(E)-3-oxoprop-1-enyl]pyridazine-3-carbonitrile